FC=1C=C(C=CC1)N(C(=O)C=1C=CC=2N(C1)C(=CN2)C=2C=CC(=NC2)NC(OC)=O)C methyl N-[5-[6-[(3-fluorophenyl)-methyl-carbamoyl]imidazo[1,2-a]pyridin-3-yl]-2-pyridyl]carbamate